2-(2-ethylhexyl)-1,2-dimethoxypropane C(C)C(CC(COC)(C)OC)CCCC